4,4'-{[6,6'-di(phenanthren-9-yl)[1,1-binaphthalene]-2,2'-diyl]bis(oxy)}dibenzoic acid C1=CC=CC=2C3=CC=CC=C3C(=CC12)C=1C=C2C=CC(=C(C2=CC1)C1=C(C=CC2=CC(=CC=C12)C=1C2=CC=CC=C2C=2C=CC=CC2C1)OC1=CC=C(C(=O)O)C=C1)OC1=CC=C(C(=O)O)C=C1